C(C1CCC(CC1)N[C@@H](CC(=O)OCC)C(=O)OCC)C1CCC(CC1)N[C@@H](CC(=O)OCC)C(=O)OCC tetraethyl N,N'-(methylenedi-4,1-cyclohexanediyl)bis(aspartate)